C1([C@@H](O)[C@H](O)[C@H](O)[C@@H](O1)C)O L-fucosylalcohol